C(C1=CC=CC=C1)(=O)O[C@H]1[C@H]2[C@@H](C/C=C/C(CS[C@H]([C@@H]([C@H]1OC(C1=CC=CC=C1)=O)OC(C1=CC=CC=C1)=O)O2)O[Si](C)(C)C(C)(C)C)N[S@](=O)C(C)(C)C (1R,8R,9R,10S,11S,12R,E)-4-((tert-butyldimethylsilyl)oxy)-8-(((R)-tert-butylsulfinyl)amino)-13-oxa-2-thiabicyclo[7.3.1]tridec-5-ene-10,11,12-triyl tribenzoate